FC(C1=C(C=CC=C1)C1N(CCC1)C1CC2(C1)CCN(CC2)C=2C=CC(=NC2)C(=O)N)(F)F 5-(2-(2-(2-(trifluoromethyl)phenyl)pyrrolidin-1-yl)-7-azaspiro[3.5]non-7-yl)picolinamide